N1=C2N(CC=C1)C(=CC=C2)C(=O)N pyrido[1,2-a]pyrimidine-6-carboxamide